(S)-10-Hydroxy-10-((6-oxo-4-phenylpyrimidin-1(6H)-yl)methyl)-N-((R)-2,2,2-trifluoro-1-phenylethyl)-7-azaspiro[4.5]decane-7-carboxamide O[C@]1(CCN(CC12CCCC2)C(=O)N[C@@H](C(F)(F)F)C2=CC=CC=C2)CN2C=NC(=CC2=O)C2=CC=CC=C2